Ethyl 3-((4-((6,7-dimethoxyquinolin-4-yl) oxy)-3-fluorophenyl) amino)-1-methyl-1H-pyrazole-4-carboxylate COC=1C=C2C(=CC=NC2=CC1OC)OC1=C(C=C(C=C1)NC1=NN(C=C1C(=O)OCC)C)F